(E)-4-((4-((E)-3-(2,5-dimethoxyphenyl)acrylamido)butyl)amino)-3-methyl-4-oxobut-2-en-1-yl acetate C(C)(=O)OC\C=C(\C(=O)NCCCCNC(\C=C\C1=C(C=CC(=C1)OC)OC)=O)/C